2-((R)-3-methylmorpholin-4-yl)-8-[2-(tetrahydropyran-2-yl)-2H-pyrazol-3-yl]-[1,7]Naphthyridin-4-yl trifluoromethanesulfonate FC(S(=O)(=O)OC1=CC(=NC2=C(N=CC=C12)C=1N(N=CC1)C1OCCCC1)N1[C@@H](COCC1)C)(F)F